(2R,5S)-2,5-diethyl-4-(2-(hydroxymethyl)-5-methyl-6-oxo-5,6-dihydroimidazo[1,2-b]pyridazin-8-yl)piperazine-1-carboxylic acid tert-butyl ester C(C)(C)(C)OC(=O)N1[C@@H](CN([C@H](C1)CC)C=1C=2N(N(C(C1)=O)C)C=C(N2)CO)CC